6-chloro-4-[(2-methyl-6-nitro-3-pyridyl)oxy]-1,7-naphthyridine ClC=1C=C2C(=CC=NC2=CN1)OC=1C(=NC(=CC1)[N+](=O)[O-])C